BrC=1C=CC=2N(C3=CC=C(C=C3C2C1)Br)C=C 3,6-dibromo-9-vinylcarbazole